N1(CCNCCC1)S(=O)(=O)C1=C2C=CN=CC2=CC=C1 5-(1,4-diazacycloheptan-1-ylsulfonyl)isoquinoline